ClC=1C=C2C=3C=CC(=CC3N(C2=CC1)CCNC(OC(C)(C)C)=O)C1=CC(=C(C=C1)Cl)Cl tert-butyl (2-(6-chloro-2-(3,4-dichlorophenyl)-9H-carbazol-9-yl)ethyl)carbamate